FC1=C(C=CC(=C1)F)C1N=C(CC1)OC 2-(2,4-difluorophenyl)-5-methoxy-3,4-dihydro-2H-pyrrole